3-amino-5-(piperidin-3-yl)pyrazin-2-ol NC=1C(=NC=C(N1)C1CNCCC1)O